2-isopropoxy-5-(5-(2-methoxy-phenyl)pyrimidin-2-yl)benzonitrile C(C)(C)OC1=C(C#N)C=C(C=C1)C1=NC=C(C=N1)C1=C(C=CC=C1)OC